C(C)C1=CC2=C(C3=CC=CC=C3C(=C2C=C1CC)OC(=O)CCCCCCC)OC(=O)CCCCCCC 2,3-diethyl-9,10-bis(n-heptylcarbonyloxy)anthracene